N1(CCNCC1)C(=O)C1=NC=C(C=C1)C1=CC=CC=2N1N=CC2C(=O)N2CCCCC2 Piperazin-1-yl-(5-(3-(piperidine-1-carbonyl)pyrazolo[1,5-a]pyridin-7-yl)pyridin-2-yl)methanone